CC1=C(C(=O)P(CCCC)=O)C(=CC(=C1)C)C 2,4,6-trimethylbenzoyl-n-butylphosphine oxide